ClC=1C(=C(C=C(C1)C(F)(F)F)O)C=1N=NC(=CC1)CNC1CCOCC1 3-Chloro-2-(6-(((tetrahydro-2H-pyran-4-yl)amino)methyl)pyridazin-3-yl)-5-(trifluoromethyl)phenol